FC(COC1=C(C=C(C(=N1)OC)NS(=O)(=O)C1=CSC=2C(N(C=CC21)C)=O)F)F N-[6-(2,2-difluoroethoxy)-5-fluoro-2-methoxy-3-pyridyl]-7-keto-6-methyl-thieno[2,3-c]pyridine-3-sulfonamide